COC=1C=C2CCN(CC2=CC1NC1=NC=C(C(=N1)NC1=C(C=CC=C1)C=1OC=CN1)C(=O)N)C 2-[(6-methoxy-2-methyl-1,2,3,4-tetrahydroisoquinolin-7-yl)amino]-4-{[2-(1,3-oxazol-2-yl)phenyl]amino}pyrimidine-5-carboxamide